(2s,4s)-2-(2-(3-fluoro-6-(trifluoromethyl)pyridin-2-yl)-7-azaspiro[3.5]nonane-7-carbonyl)-7-oxa-5-azaspiro[3.4]octan-6-one FC=1C(=NC(=CC1)C(F)(F)F)C1CC2(C1)CCN(CC2)C(=O)C2CC1(C2)NC(OC1)=O